N1=CC=C2C1=CC=N2 Azolopyrrole